CC(CN(CC(C)C)CC=1C=C(C=CC1)B(O)O)C (3-([BIS(2-METHYLPROPYL)AMINO]METHYL)PHENYL)BORANEDIOL